N-benzyl-N-methyl-4,9-dioxo-4,9-dihydrothiazolo[5,4-g]isoquinoline-2-carboxamide C(C1=CC=CC=C1)N(C(=O)C=1SC=2C(C=3C=CN=CC3C(C2N1)=O)=O)C